2-((6-chloro-2-(trifluoromethyl)pyridin-3-yl)sulfonyl)-6-((tetrahydro-2H-pyran-4-yl)methyl)-2,6-diazaspiro[3.3]heptane ClC1=CC=C(C(=N1)C(F)(F)F)S(=O)(=O)N1CC2(C1)CN(C2)CC2CCOCC2